N-(4-(2,5-difluorophenyl)-6-(5,5-difluorotetrahydro-2H-pyran-2-yl)pyrimidin-5-yl)-3-(oxetan-2-ylmethoxy)isoxazole-5-carboxamide FC1=C(C=C(C=C1)F)C1=NC=NC(=C1NC(=O)C1=CC(=NO1)OCC1OCC1)C1OCC(CC1)(F)F